(2-(8-bromo-7,9-difluoro-3-methyl-2-oxo-2,3-dihydro-1H-imidazo[4,5-c]quinolin-1-yl)ethyl)carbamic acid tert-butyl ester C(C)(C)(C)OC(NCCN1C(N(C=2C=NC=3C=C(C(=C(C3C21)F)Br)F)C)=O)=O